tert-butyl 5-amino-4-(7-(((1S,4S)-4-((tert-butyldimethylsilyl)oxy) cyclohexyl)oxy)-6-((((4-(3,4-difluorophenoxy)phenyl)carbamoyl)oxy)methyl)-1-oxoisoindolin-2-yl)-5-oxopentanoate NC(C(CCC(=O)OC(C)(C)C)N1C(C2=C(C(=CC=C2C1)COC(NC1=CC=C(C=C1)OC1=CC(=C(C=C1)F)F)=O)OC1CCC(CC1)O[Si](C)(C)C(C)(C)C)=O)=O